(acrylamido)propyltriethoxysilane calcium [Ca].C(C=C)(=O)NCCC[Si](OCC)(OCC)OCC